(2,5-dichloro-benzyl)-(2-oxo-ethyl)-carbamic acid tert-Butyl ester C(C)(C)(C)OC(N(CC=O)CC1=C(C=CC(=C1)Cl)Cl)=O